C(CCCCCC)C(C(=O)O)CCCCC 2-heptylheptanoic acid